FC1=CC=C2C=C(C=C(C2=C1C#C[Si](C(C)C)(C(C)C)C(C)C)O)OCOC 7-fluoro-3-(methoxymethoxy)-8-(2-triisopropylsilylethynyl)naphthalen-1-ol